COC1CN(C1)C1=NC=CC(=N1)N (3-methoxyazetidin-1-yl)pyrimidin-4-amine